COC(=O)C=1N=CC(=NC1)NC1CCN(C2(CC2)C1)C(=O)OC(C)(C)C tert-Butyl 7-[(5-methoxycarbonylpyrazin-2-yl)amino]-4-azaspiro[2.5]octane-4-carboxylate